C(C)(C)OC1=CC=C(C=N1)NC(=O)[C@@H]1CC12CCN(CC2)C(=O)OC(C(F)(F)F)C(F)(F)F |o1:13| 1,1,1,3,3,3-hexafluoro-propan-2-yl (R or S)-1-((6-isopropoxy-pyridin-3-yl)-carbamoyl)-6-azaspiro[2.5]-octane-6-carboxylate